C(C)(C)(C)NS(=O)(=O)C=1C=C(C=CC1B1OC(C(O1)(C)C)(C)C)CC(=O)NC(C)C 2-[3-(tert-butylsulfamoyl)-4-(4,4,5,5-tetramethyl-1,3,2-dioxaborolan-2-yl)phenyl]-N-isopropyl-acetamide